C1(CC1)C1=NC(=CC2=C1CNC2=O)CN2C[C@H](CCC2)C(F)(F)F (S)-4-cyclopropyl-6-((3-(trifluoromethyl)piperidin-1-yl)methyl)-2,3-dihydro-1H-pyrrolo[3,4-c]pyridin-1-one